CN1N=CC2=CC(=CC=C12)C1CCC(CC1)CC(=O)OCC ethyl 2-(4-(1-methyl-1H-indazol-5-yl)cyclohexyl)acetate